C(C)(C)(C)OC(=O)N1CCN(CC1)C1=CC=C(C2=C1C=C(O2)C)C(NC=2C=C(C1=CN(N=C1C2)C)F)=O tert-butyl-4-[7-[(4-fluoro-2-methylindazol-6-yl)carbamoyl]-2-methyl-1-benzofuran-4-yl]piperazine-1-carboxylate